ClC1=C(C=C2C(=N1)C=C(N2COCC[Si](C)(C)C)CN2[C@]1(C=3C=NC=CC3C2=O)C(N(CC1)CC1=CC=C(C=C1)F)=O)F |r| rac-2'-((5-chloro-6-fluoro-1-((2-(trimethylsilyl)ethoxy)methyl)-1H-pyrrolo[3,2-b]pyridin-2-yl)methyl)-1-(4-fluorobenzyl)spiro[pyrrolidine-3,3'-pyrrolo[3,4-c]pyridine]-1',2(2'H)-dione